N-(3-Methoxy-5-(4-Methylthiophen-2-yl)phenyl)-6-(trifluoromethyl)quinolin-4-amine COC=1C=C(C=C(C1)C=1SC=C(C1)C)NC1=CC=NC2=CC=C(C=C12)C(F)(F)F